1-((3,3-difluorocyclopentyl)methyl)-3-(1,1-difluoroethyl)-4-methyl-N-(2-(methylthio)pyridin-4-yl)-1H-pyrazole-5-carboxamide FC1(CC(CC1)CN1N=C(C(=C1C(=O)NC1=CC(=NC=C1)SC)C)C(C)(F)F)F